ClC=1C=C2C(=CC1)NC(C21CCN(CC1)CCOC1=CC=C(C=C1)C1(CC2(COC2)C1)S(=O)(=O)C)=O 5-chloro-1'-[2-(4-{6-methanesulfonyl-2-oxaspiro[3.3]heptan-6-yl}phenoxy)ethyl]-1,2-dihydrospiro[indole-3,4'-piperidin]-2-one